6-piperidin-1-yl-piperidin-3-one N1(CCCCC1)C1CCC(CN1)=O